5-bromo-1-(1-(1-(3-(difluoromethyl)benzyl)-2,5-dimethyl-1H-pyrrol-3-yl)-1-oxopropan-2-yl)pyridin-2(1H)-one BrC=1C=CC(N(C1)C(C(=O)C1=C(N(C(=C1)C)CC1=CC(=CC=C1)C(F)F)C)C)=O